C(C)(C)[Si](C#CCC(CC)ON=C1CCCCC1)(C(C)C)C(C)C cyclohexanone O-(6-(triisopropylsilyl)-5-hexyn-3-yl) oxime